BrC=1C=CC=CC1[N+](=O)[O-] 5-bromo-6-nitro-benzene